3-[[5-fluoro-2-(3-hydroxyanilino)pyrimidin-4-Yl]-amino]phenol FC=1C(=NC(=NC1)NC1=CC(=CC=C1)O)NC=1C=C(C=CC1)O